C(C)C=1C=C(C=CC1OC1=CC=NC=2N1N=CC2)N2C(N(CC2O)C=2C=NC=C(C2)C(F)(F)F)=O 3-[3-ethyl-4-(pyrazolo[1,5-a]pyrimidin-7-yloxy)phenyl]-4-hydroxy-1-[5-(trifluoromethyl)-3-pyridinyl]-2-imidazolidinone